CC1=C2CCN(C2=CC=C1)S(=O)(=O)C1=C2C=CNC(C2=CC=C1)=O 5-((4-Methylindolin-1-yl)sulfonyl)isoquinolin-1(2H)-one